C(C)(C)(C)OC(=O)N1CC(C(CC1)NC(=O)C12CN(CC2(C1)C(F)(F)F)C1=C2C=CC=NC2=C(C=C1)C#N)(F)F 4-(3-(8-Cyanoquinolin-5-yl)-5-(trifluoromethyl)-3-azabicyclo[3.1.0]hexane-1-carboxamido)-3,3-difluoropiperidine-1-carboxylic acid tert-butyl ester